3-[3-(2-chloro-6-methyl-4-pyridinyl)-5-[[(3S)-morpholin-3-yl]methylamino]pyrazolo[1,5-a]pyrimidin-2-yl]benzonitrile ClC1=NC(=CC(=C1)C=1C(=NN2C1N=C(C=C2)NC[C@@H]2NCCOC2)C=2C=C(C#N)C=CC2)C